1-(3-Chloropyridin-4-yl)-7-methoxy-3-methyl-8-(1-methyl-1H-pyrazol-4-yl)-1,3-dihydroimidazo[4,5-c]quinolin-2-one ClC=1C=NC=CC1N1C(N(C=2C=NC=3C=C(C(=CC3C21)C=2C=NN(C2)C)OC)C)=O